(S)-3-(6-oxo-1'-(3-(1-(trifluoromethyl)-1H-pyrazol-4-yl)benzyl)-6,8-dihydro-2H,7H-spiro[furo[2,3-e]isoindole-3,4'-piperidin]-7-yl)piperidine-2,6-dione O=C1N(CC2=C3C(=CC=C12)C1(CCN(CC1)CC1=CC(=CC=C1)C=1C=NN(C1)C(F)(F)F)CO3)[C@@H]3C(NC(CC3)=O)=O